The molecule is an (omega-1)-hydroxy fatty acid that is caproic acid in which the 5-pro-R hydrogen is replaced by a hydroxy group. It is a medium-chain fatty acid and an (omega-1)-hydroxy fatty acid. It derives from a hexanoic acid. C[C@H](CCCC(=O)O)O